N-(6-((2-((2-methoxy-5-(1-methyl-1H-pyrazol-4-yl)-4-(4-(4-methylpiperazin-1-yl)piperidin-1-yl)phenyl)amino)-5-(trifluoromethyl)pyrimidin-4-yl)amino)quinoxalin-5-yl)methanesulfonamide COC1=C(C=C(C(=C1)N1CCC(CC1)N1CCN(CC1)C)C=1C=NN(C1)C)NC1=NC=C(C(=N1)NC=1C(=C2N=CC=NC2=CC1)NS(=O)(=O)C)C(F)(F)F